C(C1=CC=CC=C1)OC1=CC=CC=2C3NC(N(C(OC21)(C3)C)C=3C=C(C(=O)NC2CC1=CC=CC=C1CC2)C=CC3)=O 3-(10-(Benzyloxy)-2-methyl-4-oxo-5,6-dihydro-2H-2,6-methanobenzo[g]-[1,3,5]oxadiazocin-3(4H)-yl)-N-(1,2,3,4-tetrahydronaphthalin-2-yl)benzamid